FC(C(C)(C)O)(F)C=1C(=C(C=CC1)[C@@H](C)NC1=NC(=NC2=CC3=C(C=C12)N(C([C@@]3(OC)CC)=O)C)C)F |&1:28| (R/S)-4-(((R)-1-(3-(1,1-difluoro-2-hydroxy-2-methylpropyl)-2-fluorophenyl)ethyl)amino)-8-ethyl-8-methoxy-2,6-dimethyl-6,8-dihydro-7H-pyrrolo[2,3-g]quinazolin-7-one